C(O)(O)=O.S(=O)(=O)(O)S(=O)(=O)O dithionic acid carbonate